S1C2=C(C=C1)C(=CC=C2)N2CCN(CC2)CCCCOC2=CC=C1CCC(N(C1=C2)C(=O)NCCCCCCC)=O 7-(4-(4-(benzo[b]thiophen-4-yl)piperazin-1-yl)butoxy)-N-heptyl-2-oxo-3,4-dihydroquinoline-1(2H)-carboxamide